BrC1=C(C=O)C(=CC=C1Br)F 2,3-dibromo-6-fluorobenzaldehyde